5-methylbenzo[d]isoxazole-3-carboxylic Acid CC=1C=CC2=C(C(=NO2)C(=O)O)C1